O=C1N(CC[C@H]2N1C[C@H](C2)NS(=O)(=O)CC)C2=NOC1=C2C(=CC=C1)C1=C(C=C(C=C1F)F)F N-{(4aR,6S)-1-oxo-2-[4-(2,4,6-trifluorophenyl)-1,2-benzoxazol-3-yl]octahydropyrrolo[1,2-c]pyrimidin-6-yl}ethanesulfonamide